ClC=1C=CC(=C(C1)S(=O)(=O)N1CCS(C2=C1C=C(C=C2)C(=O)NC2=CC=C(C=C2)CC(=O)O)(=O)=O)OC (4-{[4-(5-Chloro-2-methoxy-benzenesulfonyl)-1,1-dioxo-1,2,3,4-tetrahydro-benzo[1,4]thiazine-6-carbonyl]amino}-phenyl)-acetic acid